4-[[[4-[[1-[2-(2,6-dioxo-3-piperidinyl)-1,3-dioxo-isoindolin-5-yl]-4-piperidinyl]methyl]-1-oxo-1,4-thiazinan-1-ylidene]amino]methyl]piperidine-1-carboxylic acid benzyl ester C(C1=CC=CC=C1)OC(=O)N1CCC(CC1)CN=S1(CCN(CC1)CC1CCN(CC1)C=1C=C2C(N(C(C2=CC1)=O)C1C(NC(CC1)=O)=O)=O)=O